N-cyclohexyl-2-(3-ethoxy-5,5-dioxido-9-(trifluoromethyl)-6H-dibenzo[c,e][1,2]thiazin-6-yl)acetamide C1(CCCCC1)NC(CN1S(C2=C(C3=C1C=CC(=C3)C(F)(F)F)C=CC(=C2)OCC)(=O)=O)=O